F[C@H]1[C@@]2(CCC[C@H](C[C@H]1C(=C)C=1N=CC(=NC1)C1=C(C=C(C=C1)N1C=NC=C1)O)N2)C 2-(5-(1-((1S,2R,3S,5R)-2-fluoro-1-methyl-9-azabicyclo[3.3.1]nonan-3-yl)vinyl)pyrazin-2-yl)-5-(1H-imidazol-1-yl)phenol